C(C)(=O)OC1C(C(=CCC1)OC(C)=O)C1=CC=CC=C1 4-tetrahydro-[1,1'-biphenyl]-2,6-diyl diacetate